C(OC[C@H]1O[C@@]([C@@H]([C@@H]1O)O)(C#N)C1=CC=C2C(=NC=NN21)N)(OCC)=O ((2R,3S,4R,5R)-5-(4-aminopyrrolo[2,1-f][1,2,4]triazin-7-yl)-5-cyano-3,4-dihydroxytetrahydrofuran-2-yl)methyl ethyl carbonate